O=C1NC(CCC1N1C(C2=CC=C(C=C2C1)CC=1C(=NC2=CC=CC=C2C1C(=O)N)C1=CC=C(C=C1)C)=O)=O ((2-(2,6-Dioxopiperidin-3-yl)-1-oxoisoindolin-5-yl)methyl)-2-(p-tolyl)quinoline-4-carboxamide